N-(5-{1-[(6-fluoropyridin-3-yl)carbamoyl]cyclobutyl}pyridin-2-yl)cyclohexanecarboxamide FC1=CC=C(C=N1)NC(=O)C1(CCC1)C=1C=CC(=NC1)NC(=O)C1CCCCC1